1,4-benzoquinone tetrasodium salt [Na].[Na].[Na].[Na].C1(C=CC(C=C1)=O)=O